C1(CCCCC1)OC([C@H](NC(=O)OC(C)(C)C)CCC(=O)OC1CCCCC1)=O (tert-butoxycarbonyl)-D-glutamic acid dicyclohexyl ester